C1(CCCCCC1)[C@@H]1[C@@H](C2=CC=C(C=C2CC1)O)C1=CC=C(C=C1)N1CCC(CC1)C=O 1-[4-[(1R,2R)-2-cycloheptyl-6-hydroxy-tetralin-1-yl]phenyl]piperidine-4-carbaldehyde